benzyl 2-(3-(cyanomethyl)phenyl)-3-(3-((2-ethoxy-2-oxoethyl)sulfonyl)-2,2-dimethylpropoxy)-2-methylpropanoate C(#N)CC=1C=C(C=CC1)C(C(=O)OCC1=CC=CC=C1)(COCC(CS(=O)(=O)CC(=O)OCC)(C)C)C